C(CCCCCCCCCCCCCC)(=O)[O-] Pentadecylate